1-methyl-3-phenyl-4,6-dihydropyrrolo[3,4-c]Pyrazole-5(1H)-carboxylic acid tert-butyl ester C(C)(C)(C)OC(=O)N1CC=2N(N=C(C2C1)C1=CC=CC=C1)C